3-(5-(difluoromethyl)-1,3,4-thiadiazol-2-yl)-8-fluoroimidazo[1,5-a]pyridine-6-sulfonyl chloride FC(C1=NN=C(S1)C1=NC=C2N1C=C(C=C2F)S(=O)(=O)Cl)F